fluoro-3-(2-(3-(4-n-butylphenyl)-4-oxothiazolidin-2-ylidene)hydrazono)-1H-indol-2-one FN1C(C(C2=CC=CC=C12)=NN=C1SCC(N1C1=CC=C(C=C1)CCCC)=O)=O